OC[C@@H]1N([C@H]2[C@@H]3C[C@@H]3[C@@H]1C2)C(=O)OC(C)(C)C tert-butyl (1S,2S,4R,5R,7R)-7-(hydroxymethyl)-6-azatricyclo[3.2.1.02,4]octane-6-carboxylate